C(=O)(O)CN(CCNCC1=[N+](C=CC2=CC=CC=C12)[O-])CCN(CCN(CCC)CC(=O)O)CC(=O)O 1-((4,7,10-tris(carboxymethyl)-1,4,7,10-tetraazatridecan-1-yl)methyl)isoquinoline 2-oxide